ClC1=NC=NC=2N(C3=CC(=CC=C3C21)C=O)C(=O)OC(C)(C)C tert-butyl 4-chloro-7-formyl-9H-pyrimido[4,5-b]indole-9-carboxylate